(R)-1-(3-(3-chloro-5-(4,6-diamino-1,3,5-triazin-2-yl)phenyl)morpholino)prop-2-en-1-one ClC=1C=C(C=C(C1)C1=NC(=NC(=N1)N)N)[C@@H]1COCCN1C(C=C)=O